ethyl 2-[4-[3-(3-bromo-2-methyl-phenoxy)propyl]-4-methyl-1-piperidyl]acetate BrC=1C(=C(OCCCC2(CCN(CC2)CC(=O)OCC)C)C=CC1)C